C(C)(SCCN1N=C(C=C1COS(=O)(=O)C)[N+](=O)[O-])=O S-(2-(5-(((methylsulfonyl)oxy)methyl)-3-nitro-1H-pyrazol-1-yl)ethyl) ethanethioate